(S)-cyanoalanine C(#N)N[C@@H](C)C(=O)O